N1(C=NC=C1)C1=NC(=CC(=N1)C(=O)NC1CCN(CC1)S(=O)(=O)C)C(F)(F)F 2-(1H-Imidazol-1-yl)-N-(1-(methylsulfonyl)piperidin-4-yl)-6-(trifluoromethyl)pyrimidine-4-carboxamide